1'-Methyl-5'-(4,4,5,5-tetramethyl-1,3,2-dioxaborolan-2-yl)spiro[cyclopropane-1,3'-indolin]-2'-one CN1C(C2(C3=CC(=CC=C13)B1OC(C(O1)(C)C)(C)C)CC2)=O